C(CCC)C(CCN)CCC 3-butylhexylamine